5-(3-bromo-2-fluoro-6-hydroxyphenyl)-1,2,5-thiadiazolidin-3-one 1,1-dioxide BrC=1C(=C(C(=CC1)O)N1CC(NS1(=O)=O)=O)F